C(#N)C(C(=O)N1[C@H](CCCC1)COC(=O)N[C@@H](CC1=CC=CC=C1)B(O)O)=CC(C)(C)N1CC(CC1)(F)F ((R)-1-(((((R)-1-(2-cyano-4-(3,3-difluoropyrrolidin-1-yl)-4-methylpent-2-enoyl)piperidin-2-yl)methoxy)carbonyl)amino)-2-phenylethyl)boronic acid